4-[2-[4-[1-[4-(trifluoromethyl)phenyl]pyrazol-3-yl]piperazin-1-yl]ethyl]morpholine FC(C1=CC=C(C=C1)N1N=C(C=C1)N1CCN(CC1)CCN1CCOCC1)(F)F